CN(S(=O)(=O)C1=CC=C(C=C1)C(C=CC1=CC=C(C(=O)O)C=C1)=O)C 4-[3-[4-(Dimethylsulfamoyl)phenyl]-3-oxoprop-1-enyl]benzoic acid